ClC=1C=C(C=CC1Cl)C1=CC(=CC=C1)B1OC(C(O1)(C)C)(C)C 2-(3',4'-dichloro-[1,1'-biphenyl]-3-yl)-4,4,5,5-tetramethyl-1,3,2-dioxaborolane